N-[(6S)-6-(2-chloro-5-fluorophenyl)-3-fluoro-2-methyl-8-oxo-7,8-dihydro-6H-pyrrolo[4,3-g]indazol-5-yl]-5-fluoro-3-(trifluoromethyl)benzamide ClC1=C(C=C(C=C1)F)[C@H]1NC(C2=C1C(=CC1=C(N(N=C21)C)F)NC(C2=CC(=CC(=C2)F)C(F)(F)F)=O)=O